OC1=C(C(N(C2=CC=CC=C12)CC(C)C)=O)C(=O)NC1=NC=CC(=C1)N1CCOCC1 4-Hydroxy-1-isobutyl-N-(4-morpholinopyridin-2-yl)-2-oxo-1,2-dihydroquinoline-3-carboxamide